C1(=CC=CC2=CC=CC=C12)N1COC(=N1)C(F)(F)F 3-(naphthalen-1-yl)-5-(trifluoromethyl)-1,3,4-oxadiazole